COC1=C(C=C(C=C1)C1=CC=C(C=C1)C(=O)OC)S(NC=1C=NC=2CCNC(C2C1)=O)(=O)=O methyl 4'-methoxy-3'-(N-(5-oxo-5,6,7,8-tetrahydro-1,6-naphthyridin-3-yl)sulfamoyl)-[1,1'-biphenyl]-4-carboxylate